ClC1=NC=C(C(=C1)C1=C(C=NC(=C1)C)C(=O)NC=1SC2=C(N1)CN(C2)C(C2=C(N=C(C=C2)OC(F)F)C)=O)OC 2'-chloro-N-(5-(6-(difluoro-methoxy)-2-methyl-nicotinoyl)-5,6-dihydro-4H-pyrrolo[3,4-d]thiazol-2-yl)-5'-methoxy-6-methyl-[4,4'-bipyridine]-3-carboxamide